chloro-2-[1-(3,3-difluoropropyl)-1H-pyrazol-4-yl]-7-[(2-methyl-1H-1,3-benzodiazol-6-yl)oxy]quinoxaline ClC=1C(=NC2=CC(=CC=C2N1)OC=1C=CC2=C(NC(=N2)C)C1)C=1C=NN(C1)CCC(F)F